BrC=1C=C2C(=NC1)N=C(N2COCC[Si](C)(C)C)C2=NN(C=1C[C@@]3([C@H](CC21)C3)C)COCC[Si](C)(C)C (4aS,5aR)-3-(6-Bromo-1-((2-(trimethylsilyl)ethoxy)methyl)-1H-imidazo[4,5-b]pyridin-2-yl)-5a-methyl-1-((2-(trimethylsilyl)ethoxy)methyl)-1,4,4a,5,5a,6-hexahydrocyclopropa[f]indazole